C1(=CC=CC2=CC=CC=C12)C1=CC=CC=2C3=CC=CC=C3NC12 Naphthyl-carbazole